N-[4-[(dimethylamino)methyl]phenyl]sulfonyl-2-[4-(1-methylpyrazol-4-yl)-2,6-di(propan-2-yl)phenyl]acetamide CN(C)CC1=CC=C(C=C1)S(=O)(=O)NC(CC1=C(C=C(C=C1C(C)C)C=1C=NN(C1)C)C(C)C)=O